4-isobutyrylamino-N-[2-(diethylamino)ethyl]benzamide C(C(C)C)(=O)NC1=CC=C(C(=O)NCCN(CC)CC)C=C1